ClC1=CC2=C(C(=CS2)S(=O)(=O)NC2=NC=C(C(=N2)OC)CC(F)F)C=C1 6-chloro-N-[5-(2,2-difluoroethyl)-4-methoxy-pyrimidin-2-yl]benzothiophene-3-sulfonamide